N-(4-(trifluoromethyl)benzyl)-D-prolinamide FC(C1=CC=C(CNC([C@@H]2NCCC2)=O)C=C1)(F)F